P(=S)(OCCCCCCCCCCCCC)(OCCCCCCCCCCCCC)OCCCCCCCCCCCCC tritridecyl thiophosphate